CN1CCN(CC1)C1=C(C=CC=C1C(F)(F)F)C1=CC=C(C(=O)N)C=C1 4-((4-methylpiperazin-1-yl)-3-(trifluoromethyl)phenyl)benzamide